C[Si](N[Si](C(C)(C)C)(C)C)(C)C pentamethyl-t-butyldisilazane